7-benzyl-N,1-diisobutyloctahydro-3aH-3,6-methanopyrrolo[3,2-b]pyridine-3a-carboxamide C(C1=CC=CC=C1)C1C2C3(NCC1CC3CN2CC(C)C)C(=O)NCC(C)C